CCCCNC=O N-n-butylformamide